CN(CCOC=1C=CC(=C(C(=O)NC2(CC2)C2=CC=CC3=CC(=CC=C23)F)C1)C)C 5-(2-(Dimethylamino)ethoxy)-N-(1-(6-fluoronaphthalen-1-yl)cyclopropyl)-2-methylbenzamide